5-(4,4,5,5-tetramethyl-1,3,2-dioxaborolan-2-yl)picolinonitrile CC1(OB(OC1(C)C)C=1C=CC(=NC1)C#N)C